FC(C(=O)OCCCCCCCCCCCNC(=O)C1C[C@H](C([C@@H](C1)OCCC(=O)OC1=C(C(=C(C(=C1F)F)F)F)F)OCCC(=O)OC1=C(C(=C(C(=C1F)F)F)F)F)OCCC(=O)OC1=C(C(=C(C(=C1F)F)F)F)F)(F)F tris(perfluorophenyl) 3,3',3''-(((1R,2S,3R,5S)-5-((11-(2,2,2-trifluoroacetoxy)undecyl)carbamoyl)cyclohexane-1,2,3-triyl)tris(oxy))tripropionate